O1COC=C1N [1,3]Dioxol-5-amine